C(C)(C)(C)OC(=O)N1C[C@H]([C@@H](CC1)NC1=CC=C2C(=N1)N(N=C2C=2C(=NC(=CC2)OCC2=CC=CC=C2)OCC2=CC=CC=C2)C)C (3R,4R)-4-((3-(2,6-bis(benzyloxy)pyridin-3-yl)-1-methyl-1H-pyrazolo[3,4-b]pyridin-6-yl)amino)-3-methylpiperidine-1-carboxylic acid tert-butyl ester